((2-(5-fluoro-6-(4-fluorophenyl)-4-(2-hydroxypropan-2-yl)pyridin-2-yl)tetrahydrofuran-2-yl)methyl)-8-methoxy-3-(trifluoromethyl)quinoline-6-carboxamide FC=1C(=CC(=NC1C1=CC=C(C=C1)F)C1(OCCC1)CC1=NC2=C(C=C(C=C2C=C1C(F)(F)F)C(=O)N)OC)C(C)(C)O